2-bromo-6-(tert-butoxy)pyridine BrC1=NC(=CC=C1)OC(C)(C)C